(2S,5R)-methyl-5-(2-chlorophenyl)pyrrolidine-2-carboxylic acid CN1[C@@H](CC[C@@H]1C1=C(C=CC=C1)Cl)C(=O)O